OCC=1C=C(C=CC1OC)B(O)O 3-(hydroxymethyl)-4-methoxyphenylboronic acid